5-(3-cyclohexylphenoxy)-1H-1,2,3-triazole-4-carboxylic acid C1(CCCCC1)C=1C=C(OC2=C(N=NN2)C(=O)O)C=CC1